[Cl-].C(CCCCCCCCCCCC)[NH2+]CC=C(C)C tridecyldimethylallylammonium chloride